(1-((2R,5S)-2,5-diethylpiperazin-1-yl)ethyl)-1,8-naphthyridine C(C)[C@H]1N(C[C@@H](NC1)CC)C(C)C1=NC2=NC=CC=C2C=C1